N-((1-((2-(3,5-dichlorophenyl)-6-((5-(4-methylpiperazin-1-yl)pyrazin-2-yl)oxy)pyridin-4-yl)methyl)piperidin-4-yl)methyl)acetamide ClC=1C=C(C=C(C1)Cl)C1=NC(=CC(=C1)CN1CCC(CC1)CNC(C)=O)OC1=NC=C(N=C1)N1CCN(CC1)C